C1(CC1)NC(C1=CC(=C(C=C1)C)C=1C=NN(C1)C=1C=NN(C1)C)=O N-cyclopropyl-4-methyl-3-[1-(1-methyl-1H-pyrazol-4-yl)-1H-pyrazol-4-yl]benzamide